CN[C@H](CCCCNC(C)=O)C(=O)O N-methyl-Nε-Acetyl-D-Lysine